propylene glycol monomyristyl ether C(CCCCCCCCCCCCC)OCC(C)O